3-(3-fluoro-6-(piperidin-3-yl)pyridin-2-yl)pyrazolo[1,5-a]pyridine FC=1C(=NC(=CC1)C1CNCCC1)C=1C=NN2C1C=CC=C2